p-aminoanisole COC1=CC=C(C=C1)N